NC1=C(SC2=NC(=CC(=C21)C)C)C(=O)NC2CC=1C(=CC(=NC1CC2)N2CC(C(C2)OCCOC)N)F 3-amino-N-{2-[3-amino-4-(2-methoxyethoxy)pyrrolidin-1-yl]-4-fluoro-5,6,7,8-tetrahydroquinolin-6-yl}-4,6-dimethylthieno[2,3-b]pyridine-2-carboxamide